3-(7-amino-6-(6-methylbenzo[b]thiophen-4-yl)pyrazolo[1,5-a]pyrimidin-3-yl)-1,2,4-oxadiazol-5(4H)-one NC1=C(C=NC=2N1N=CC2C2=NOC(N2)=O)C2=CC(=CC=1SC=CC12)C